6-((3,5-dimethylbenzyl)amino)-9H-purin CC=1C=C(CNC2=C3N=CNC3=NC=N2)C=C(C1)C